C(C)(C)(C)OC(C(C)N1C(C=C(C(=C1)OC)Br)=O)=O 2-(4-bromo-5-methoxy-2-oxopyridin-1(2H)-yl)propionic acid tert-butyl ester